tert-Butyl (2S)-2-(tert-butoxycarbonylamino)-3-{3-[3-(4-fluorophenyl)-3-(4-propanoylphenoxy)azetidin-1-yl]sulfonylphenyl}propanoate C(C)(C)(C)OC(=O)N[C@H](C(=O)OC(C)(C)C)CC1=CC(=CC=C1)S(=O)(=O)N1CC(C1)(OC1=CC=C(C=C1)C(CC)=O)C1=CC=C(C=C1)F